methyl 4,6-O-benzylidene-α-D-galactopyranoside CO[C@@H]1[C@@H]([C@H]([C@@H]2[C@H](O1)COC(O2)C3=CC=CC=C3)O)O